CC(C(=O)OC=1C(=NN(C(C1C1=C(C(=CC=C1F)Cl)CCB1OC(C(O1)(C)C)(C)C)=O)C)C)C [5-[3-Chloro-6-fluoro-2-[2-(4,4,5,5-tetramethyl-1,3,2-dioxaborolan-2-yl)ethyl]phenyl]-1,3-dimethyl-6-oxo-pyridazin-4-yl] 2-methylpropanoate